7-(3-(benzyloxy)naphthalen-1-yl)-2,4-dichloro-8-fluoropyrido[4,3-d]pyrimidine C(C1=CC=CC=C1)OC=1C=C(C2=CC=CC=C2C1)C1=C(C=2N=C(N=C(C2C=N1)Cl)Cl)F